CC(=CCOCC(=O)C)CCC=CC 6,1-dimethyl-3-oxa-5,9-undecadien-1-al